C(C)(C)(C)OC(=O)N(C1=CC(=NC=2N1N=CC2C2CC2)N2CC1N(C(C2)C1)C(=O)OC(C)(C)C)CC1=CC=C(C=C1)C1=NC=CC=C1 tert-butyl 3-(7-((tert-butoxycarbonyl) (4-(pyridin-2-yl) benzyl) amino)-3-cyclopropylpyrazolo[1,5-a]pyrimidin-5-yl)-3,6-diazabicyclo[3.1.1]heptane-6-carboxylate